2-Amino-9-((2R,4S,5R)-4-hydroxy-5-(hydroxymethyl-d2)tetrahydrofuran-2-yl)-1,9-dihydro-6H-purine-6-thione NC=1NC(C=2N=CN(C2N1)[C@@H]1O[C@@H]([C@H](C1)O)C([2H])([2H])O)=S